The molecule is a hydroxy fatty acyl-CoA that results from the formal condensation of the thiol group of coenzyme A with the carboxy group of 15-hydroxypentadecanoic acid. It is a long-chain fatty acyl-CoA, an omega-hydroxy fatty acyl-CoA and an 11,12-saturated fatty acyl-CoA. It derives from a 15-hydroxypentadecanoic acid. It is a conjugate acid of a 15-hydroxypentadecanoyl-CoA(4-). CC(C)(COP(=O)(O)OP(=O)(O)OC[C@@H]1[C@H]([C@H]([C@@H](O1)N2C=NC3=C(N=CN=C32)N)O)OP(=O)(O)O)[C@H](C(=O)NCCC(=O)NCCSC(=O)CCCCCCCCCCCCCCO)O